C(C)(C)[Si](C=1SC(=CN1)C=1NC(C2=C(NC(C21)=O)C2=CN=C(S2)[Si](C(C)C)(C(C)C)C(C)C)=O)(C(C)C)C(C)C 3,6-bis(2-triisopropylsilyl-thiazol-5-yl)-2,5-dihydropyrrolo[3,4-c]pyrrole-1,4-dione